6-(morpholino(pyridin-2-yl)methyl)benzo[d][1,3]dioxol-5-ol O1CCN(CC1)C(C=1C(=CC2=C(OCO2)C1)O)C1=NC=CC=C1